6-bromo-N-(6-(4-isopropyl-4H-1,2,4-triazol-3-yl)pyridin-2-yl)-1H-indole-3-carboxamide BrC1=CC=C2C(=CNC2=C1)C(=O)NC1=NC(=CC=C1)C1=NN=CN1C(C)C